C(C=C)(=O)NCC(CC)S(=O)(=O)O alpha-acrylamidomethyl-propanesulphonic acid